CSC1=C(C(=C(C=C1)Br)C)C 4-methylsulfanyl-2,3-dimethylbromobenzene